ClC=1C(=C2C=NNC2=C(C1F)[C@@H](COC)C)C=1C=CC=2N(C1)C=C(N2)NC(=O)[C@H]2[C@H](C2)F (1S,2S)-N-(6-(5-chloro-6-fluoro-7-((S)-1-methoxypropan-2-yl)-1H-indazol-4-yl)imidazo[1,2-a]pyridin-2-yl)-2-fluorocyclopropane-1-carboxamide